bicyclo[1.1.1]pentane-2-yl chloride C12C(C(C1)C2)Cl